(S)-N-(1-(4-chloro-6-(2,2,2-trifluoroethoxy)pyridin-2-yl)cyclopropyl)-3-(2,4-difluorophenyl)-3-hydroxybutanamide ClC1=CC(=NC(=C1)OCC(F)(F)F)C1(CC1)NC(C[C@](C)(O)C1=C(C=C(C=C1)F)F)=O